C[C@@H]1[C@@H](CCCC1)NC1=C(C#N)C=CC(=C1)C(F)(F)F 2-(((1R,2S)-2-methylcyclohexyl)amino)-4-(trifluoro-methyl)benzonitrile